N-(4-(4-amino-2-butyl-1H-imidazo[4,5-c]quinolin-1-yl)butyl)-4-(dimethylamino)-3-nitrobenzamide NC1=NC=2C=CC=CC2C2=C1N=C(N2CCCCNC(C2=CC(=C(C=C2)N(C)C)[N+](=O)[O-])=O)CCCC